C(C)(C)(C)OC(=O)N1C(C2=C(CC1)NN=C2)=O 4-oxo-1,4,6,7-tetrahydro-5H-pyrazolo[4,3-c]Pyridine-5-carboxylic acid tert-butyl ester